[5-METHYL-2-(OXAN-4-YLMETHOXY)PHENYL]BORANEDIOL CC=1C=CC(=C(C1)B(O)O)OCC1CCOCC1